isoquinolin-1-amine C1(=NC=CC2=CC=CC=C12)N